ClC1=NC(=C2N=CN(C2=N1)[C@@H]1O[C@@H]([C@H]([C@H]1O)O)CO)N1CC2(C3=CC=CC=C13)CCCCCC2 (2R,3R,4S,5R)-2-(2-chloro-6-(spiro[cycloheptane-1,3'-indol]-1'-yl)-9H-purin-9-yl)-5-(hydroxymethyl)tetrahydrofuran-3,4-diol